2-(methylamino)ethane-1-one CNCC=O